7-chloroimidazo[1,2-a]pyridine-8-carbonitrile ClC1=C(C=2N(C=C1)C=CN2)C#N